N-(2-{3-(2-spiro[3.3]heptylcarbonylamino)cyclopentyl}ethyl)-3-oxo-2,3-dihydro-1,2,3a-triaza-7-indenecarboxamide C1C(CC12CCC2)C(=O)NC2CC(CC2)CCNC(=O)C2=CC=CN1C(NN=C21)=O